COC(=O)C1(CCN(CC1)CC1=C(C(=CC=C1)Cl)F)CC1=NC(=CC=C1F)NC1=NNC(=C1)C 1-(3-chloro-2-fluorobenzyl)-4-((3-fluoro-6-((5-methyl-1H-pyrazol-3-yl)amino)pyridin-2-yl)methyl)piperidine-4-carboxylic acid methyl ester